tert-butyl (2S)-2-[tert-butoxycarbonyl-[2-[tert-butyl(diphenyl)silyl]oxyethoxycarbonyl]amino]-5-oxo-pentanoate C(C)(C)(C)OC(=O)N([C@H](C(=O)OC(C)(C)C)CCC=O)C(=O)OCCO[Si](C1=CC=CC=C1)(C1=CC=CC=C1)C(C)(C)C